ClC1=CC=C(C=C1)C=1C(C(=C(N(C1CN1N=C(C=C1)C(F)(F)F)CC)C1=CC(=C(C=C1)Cl)Cl)C(=O)O)=O 5-(4-chlorophenyl)-2-(3,4-dichlorophenyl)-1-ethyl-4-oxo-6-[[3-(trifluoromethyl)pyrazol-1-yl]methyl]pyridine-3-carboxylic acid